C(C)(C)C1=C2C=C(NC2=CC=C1)C(=O)N1[C@@H]([C@H]2C([C@H]2C1)(C)C)C(=O)N[C@H](C(=O)OC)C[C@H]1C(NCC1)=O (S)-methyl 2-((1R,2S,5S)-3-(4-isopropyl-1H-indole-2-carbonyl)-6,6-dimethyl-3-azabicyclo[3.1.0]hexane-2-carboxamido)-3-((S)-2-oxopyrrolidin-3-yl)propanoate